C12C(CCCCC2N1)=O 8-azabicyclo[5.1.0]octan-2-one